COB1OC(C2=C1C=CC(=C2)NC2=NC=C(C(=N2)N[C@H](CO)C2=CC=CC=C2)C2=NC(=NO2)C2=CC=NC=C2)(C)C (S)-2-((2-((1-methoxy-3,3-dimethyl-1,3-dihydrobenzo[c][1,2]oxaborol-5-yl)amino)-5-(3-(pyridin-4-yl)-1,2,4-oxadiazol-5-yl)pyrimidin-4-yl)amino)-2-phenylethan-1-ol